1,2,3,4,5-benzenepentamine C1(=C(C(=C(C(=C1)N)N)N)N)N